3,8-dichlorobenzofuro[2,3-b]pyrazine ClC1=CN=C2C(=N1)OC1=C2C=C(C=C1)Cl